N1(N=NC2=C1C=CC=C2)O[P+](N(C)C)(N(C)C)N(C)C (1H-1,2,3-benzotriazol-1-yloxy)tris(dimethylamino)phosphanium